NC=1C=2N(C=CN1)C(=NC2Br)C2CN1C(CCC1CC2)=O 6-(8-amino-1-bromoimidazo[1,5-a]pyrazin-3-yl)hexahydroindolizin-3(2H)-one